2-oxo-4-(2-(4,4,5,5-tetramethyl-1,3,2-dioxaborolan-2-yl)ethyl)cyclohexane-1-carboxylate O=C1C(CCC(C1)CCB1OC(C(O1)(C)C)(C)C)C(=O)[O-]